(R)-N-(2-(4-Cyanothiazolidin-3-yl)-2-oxoethyl)-6-(3-fluoro-3-methyl-azacycloButan-1-yl)quinoline-4-carboxamide C(#N)[C@H]1N(CSC1)C(CNC(=O)C1=CC=NC2=CC=C(C=C12)N1CC(C1)(C)F)=O